C1(CCCC1)S(=O)(=O)C=1C=C(C(=O)N2CC3(C4=CC(=CC=C24)NS(=O)(=O)C)CCC2(CC3)CC2)C=CC1 N-(1''-(3-(cyclopentylsulfonyl)benzoyl)dispiro[cyclopropane-1,1'-cyclohexane-4',3''-indolin]-5''-yl)methanesulfonamide